1-hydroxyethyl-3-methylimidazole glycine salt NCC(=O)O.OC(C)C1=NC=CN1C